C(C)OC(=O)C=1N(C2=CC(=CC(=C2C1)F)Br)C1CC1 6-bromo-1-cyclopropyl-4-fluoro-1H-indole-2-carboxylic acid ethyl ester